5-Methoxy-1-methyl-1H-indazole-4-sulfonamide COC1=C(C=2C=NN(C2C=C1)C)S(=O)(=O)N